6-(difluoromethyl)-6-ethyl-3-(3-fluorophenyl)-1,2,3,7-tetrahydropyrazolo[1,2-a]pyrazol-5-one FC(C1(C(N2N(C1)CCC2C2=CC(=CC=C2)F)=O)CC)F